Cl.C1(=CC=CC=C1)C1=CN(C2=NC=C3C(=C21)C2(C(N3)=O)CC3CCC(C2)N3)S(=O)(=O)C3=CC=CC=C3 1'-phenyl-3'-(phenylsulfonyl)-3',6'-dihydro-7'H-8-azaspiro[bicyclo[3.2.1]octane-3,8'-dipyrrolo[2,3-b:3',2'-d]pyridin]-7'-one hydrochloric acid salt